(3R)-1-(8-ethyl-8-methyl-6,7,8,9-tetrahydropyrimido[5,4-b][1,4]oxazepin-4-yl)-N-methylpyrrolidin-3-amine C(C)C1(NC2=C(OCC1)C(=NC=N2)N2C[C@@H](CC2)NC)C